O1CCC=2C1=CC=CC2O 2,3-dihydrobenzofuran-4-ol